C(C)(C)(C)OC(=O)N1CCN(CC1)CCN1CCN(CC1)CCOC1=CC(=CC=C1)O.CN1N=CC(=C1)C1=CN=C(C(N1CC(=O)N)=O)NCCC1=CC=CC=C1 2-(6-(1-methyl-1H-pyrazol-4-yl)-2-oxo-3-(phenethylamino)pyrazin-1(2H)-yl)acetamide tert-butyl-4-[2-[4-[2-(3-hydroxyphenoxy)ethyl]piperazin-1-yl]ethyl]piperazine-1-carboxylate